5-[2-ethoxy-5-(4-methylpiperazino-sulfonyl)phenyl]-1-methyl-3-n-propyl-1,6-dihydro-7H-pyrazolo[4,3-d]pyrimidin-7-one C(C)OC1=C(C=C(C=C1)S(=O)(=O)C1NCCN(C1)C)C=1NC(C2=C(N1)C(=NN2C)CCC)=O